4-methyl-N-(2-(2-(trifluoromethyl)phenyl)-1H-pyrrolo[2,3-b]pyridin-6-yl)-4H-1,2,4-triazole-3-carboxamide CN1C(=NN=C1)C(=O)NC1=CC=C2C(=N1)NC(=C2)C2=C(C=CC=C2)C(F)(F)F